C[C@H](CCC(=C)C(C)C)[C@H]1CC[C@@H]2[C@@]1(CCC3=C2CC[C@@H]4[C@@]3(CC[C@@H](C4(C)C)O)C)C The molecule is a 3beta-sterol that is 5alpha-ergosta-8,24(28)-diene substituted by geminal methyl groups at position 4 and a beta-hydroxy group at position 3. It has been isolated from the mycelia of Cordyceps sinensis. It has a role as a fungal metabolite.